Cl.FC(CCF)N 1,3-difluoropropylamine hydrochloride